2,4,6-trifluoro-N-(6-fluoropyridin-2-yl)-N-(4-methoxybenzyl)benzenesulfonamide FC1=C(C(=CC(=C1)F)F)S(=O)(=O)N(CC1=CC=C(C=C1)OC)C1=NC(=CC=C1)F